C1(CCC1)N1N=CC(=C1)C1=C(C=C(C=C1)[N+](=O)[O-])C=1N=NNN1 5-(2-(1-cyclobutyl-1H-pyrazol-4-yl)-5-nitrophenyl)-2H-tetrazole